FC1(CN(C1)C(=O)OC(C)(C)C)C1=NC(=CC=C1)F tert-butyl 3-fluoro-3-(6-fluoropyridin-2-yl)azetidine-1-carboxylate